O1CCC=C1 1,3-dihydrofuran